6-((2,6-dioxopiperidin-3-yl)amino)-3H-spiro[benzofuran-2,4'-piperidine]-1'-carboxylic acid tert-butyl ester C(C)(C)(C)OC(=O)N1CCC2(CC1)OC1=C(C2)C=CC(=C1)NC1C(NC(CC1)=O)=O